FC(CC(CNC(OC(C)(C)C)=O)C)(C(O)C1=CC=C(C=C1)F)F tert-butyl N-[4,4-difluoro-5-(4-Fluorophenyl)-5-hydroxy-2-methyl-Pentyl]Carbamate